C1C=CC=C1.[CH-]1C=CC=C1.[Rh+2] rhodocenium